N-(3-cyano-5-methylpyridin-2-yl)cyanamide C(#N)C=1C(=NC=C(C1)C)NC#N